N-(1-methylpiperidin-4-yl)quinazoline-2-carboxamide CN1CCC(CC1)NC(=O)C1=NC2=CC=CC=C2C=N1